OCCNC(O[C@@H]1CC[C@H](CC1)C(N(C1=CC(=CC=C1)C1=CN=C(S1)C1CC1)C[C@@H]1CC[C@H](CC1)C1=NC(=C(C=C1)OC)C#N)=O)=O trans-4-(((trans-4-(6-Cyano-5-methoxypyridin-2-yl)cyclohexyl)methyl) (3-(2-cyclopropylthiazol-5-yl) phenyl)carbamoyl)cyclohexyl (2-hydroxyethyl)carbamate